CC1=C(OC(C(=O)O)C)C=CC(=C1)Cl 2-(2-Methyl-4-chlorophenoxy)propanoic acid